C1(=O)OCC2=CC(=CC=C12)C(=O)N 5-phthalidecarboxamide